(S)-6-Amino-2-(2,6-dioxopiperidin-3-yl)-6,7-dihydrocyclopenta[f]isoindole-1,3(2H,5H)-dione NC1CC=2C(=CC=3C(N(C(C3C2)=O)[C@@H]2C(NC(CC2)=O)=O)=O)C1